Hydroxypropyl-methacrylamid OCCCC=C(C(=O)N)C